2-(2-heptadecen-8-enyl-2-imidazolin-1-yl)ethanol C(=CCCCCCC=CCCCCCCCC)C=1N(CCN1)CCO